(3S,4R)-4-(2,6-Difluoro-4-methoxyphenyl)-3-({5-[4-(propan-2-yl)phenyl]-1,3,4-oxadiazol-2-yl}amino)pyrrolidin-2-on FC1=C(C(=CC(=C1)OC)F)[C@H]1[C@@H](C(NC1)=O)NC=1OC(=NN1)C1=CC=C(C=C1)C(C)C